6-((1S,4S)-2,5-Diazabicyclo[2.2.1]heptan-2-yl)-N-(4-(difluoromethoxy)-2-fluoro-3-methylphenyl)pyrido[3,2-d]pyrimidin-4-amine [C@@H]12N(C[C@@H](NC1)C2)C=2C=CC=1N=CN=C(C1N2)NC2=C(C(=C(C=C2)OC(F)F)C)F